NC1=NC=CC=C1C1=NC=2C(=NC(=CC2)C2=CC=CC=C2)N1C1=CC=C(C=C1)CN1CCN(CC1)C1=CC(=C(C=O)C=C1)O 4-[4-[[4-[2-(2-amino-3-pyridyl)-5-phenyl-imidazo[4,5-b]pyridin-3-yl]phenyl]methyl]piperazin-1-yl]-2-hydroxy-benzaldehyde